(2R,4S)-N-((S)-1-(((3-chloro-1-methyl-1H-pyrrolo[2,3-b]pyridin-5-yl)methyl)amino)-1-oxopropan-2-yl)-4-(3-chloro-4-fluorobenzyl)-1-ethylpyrrolidine-2-carboxamide ClC1=CN(C2=NC=C(C=C21)CNC([C@H](C)NC(=O)[C@@H]2N(C[C@H](C2)CC2=CC(=C(C=C2)F)Cl)CC)=O)C